4-methoxy-3-(5-(2-((2-(trimethylsilyl)ethoxy)methyl)-2H-tetrazol-5-yl)pyridin-3-yl)phenyl cyclopentylcarbamate C1(CCCC1)NC(OC1=CC(=C(C=C1)OC)C=1C=NC=C(C1)C=1N=NN(N1)COCC[Si](C)(C)C)=O